(S)-N-(6-(4-(4-(3R,4R)-hydroxy-3-methyltetrahydrofuran-3-yl)piperazin-1-yl)-7-vinylisoquinolin-3-yl)-6-oxaspiro[2.5]octane-1-carboxamide O[C@@H]1[C@](COC1)(C)N1CCN(CC1)C=1C=C2C=C(N=CC2=CC1C=C)NC(=O)[C@H]1CC12CCOCC2